2-(2-ethyl-4-(pyridazin-3-ylmethyl)piperazin-1-yl)-6-fluoro-4-isobutylbenzonitrile C(C)C1N(CCN(C1)CC=1N=NC=CC1)C1=C(C#N)C(=CC(=C1)CC(C)C)F